(R)-3-(1-(((R)-1-(3-acetylamino-5-(trifluoromethyl)phenyl)ethyl)amino)-4-oxo-3,4-Dihydropyrido[3,4-d]pyridazin-7-yl)piperidine-1-carboxylate C(C)(=O)NC=1C=C(C=C(C1)C(F)(F)F)[C@@H](C)NC=1C2=C(C(NN1)=O)C=NC(=C2)[C@H]2CN(CCC2)C(=O)[O-]